4-[1-sec-Butyl-7-((R)-1-chinolin-3-yl-ethylamino)-1H-pyrazolo[4,3-d]pyrimidin-5-yl]-piperazin C(C)(CC)N1N=CC=2N=C(N=C(C21)N[C@H](C)C=2C=NC1=CC=CC=C1C2)N2CCNCC2